trans-4-((4-Methoxy-5-(1H-pyrrolo[2,3-c]pyridin-2-yl)pyrrolo[2,1-f][1,2,4]triazin-2-yl)amino)-1-methylcyclohexan-1-ol COC1=NC(=NN2C1=C(C=C2)C2=CC=1C(=CN=CC1)N2)NC2CCC(CC2)(O)C